1-methyl-3-octylimidazolium chloride [Cl-].CN1C=[N+](C=C1)CCCCCCCC